3-{[2-(2,6-dioxopiperidin-3-yl)-1-oxo-2,3-dihydro-1H-isoindol-5-yl]methyl}urea O=C1NC(CCC1N1C(C2=CC=C(C=C2C1)CNC(N)=O)=O)=O